Di-tert-butyl (((terephthaloylbis(azanediyl))bis(methylene))bis(4,1-phenylene))dicarbamate C(C1=CC=C(C(=O)NCC2=CC=C(C=C2)NC(OC(C)(C)C)=O)C=C1)(=O)NCC1=CC=C(C=C1)NC(OC(C)(C)C)=O